N4-hydroxy-5-aminocytidine ONC1=NC(N([C@H]2[C@H](O)[C@H](O)[C@@H](CO)O2)C=C1N)=O